2,5-dimethyl-N-[(1s,4s)-4-{[6-chloro-2-(trifluoromethyl)quinolin-4-yl]amino}cyclohexyl]-1,3-oxazole-4-carboxamide CC=1OC(=C(N1)C(=O)NC1CCC(CC1)NC1=CC(=NC2=CC=C(C=C12)Cl)C(F)(F)F)C